Diphenylbis(methoxymethyl)silane C1(=CC=CC=C1)[Si](COC)(COC)C1=CC=CC=C1